C(C)(C)(C)[Si](C1=CC=CC=C1)(C1=CC=CC=C1)OC1CC(C1)CI tert-butyl-((1r,3r)-3-(iodomethyl)cyclobutyloxy)diphenylsilane